N=1C=NN2C1C=C(C=C2)OC2=C(C(=C(C=C2)NC=2C1=C(N=CN2)C=CC(=N1)[C@@H]1C[C@H]2CN([C@@H]1C2)C(C=C)=O)F)Cl 1-((1R,4R,6R)-6-(4-((4-([1,2,4]triazolo[1,5-a]pyridin-7-yloxy)-3-chloro-2-fluorophenyl)amino)pyrido[3,2-d]pyrimidin-6-yl)-2-azabicyclo[2.2.1]heptan-2-yl)prop-2-en-1-one